OCC(=O)[C@H](O)[C@H](O)[C@H](O)[C@H](O)CO allo-heptulose